CC1=C(C(=CC(=C1)C)C)S(=O)(=O)ON O-(2,4,6-trimethylbenzenesulfonyl)hydroxylamine